2-(Chloromethyl)-3-(2-cyclopropyl-6-isopropoxy-1-oxo-1,2,3,4-tetrahydroisoquinolin-7-yl)quinazolin-4(3H)-one ClCC1=NC2=CC=CC=C2C(N1C1=C(C=C2CCN(C(C2=C1)=O)C1CC1)OC(C)C)=O